Phosphine chloride [Cl-].P